BrC=1C=C(C=NC1[C@H](C)OC)C1(CCN(CC1)C(=O)OCC1=CC=CC=C1)F benzyl (S)-4-(5-bromo-6-(1-methoxyethyl)pyridin-3-yl)-4-fluoropiperidine-1-carboxylate